N-(5-(1-isobutyl-1H-pyrazol-3-yl)-8-(methylamino)-2,7-naphthyridin-3-yl)cyclopropanecarboxamide C(C(C)C)N1N=C(C=C1)C1=C2C=C(N=CC2=C(N=C1)NC)NC(=O)C1CC1